FC1=C(C(=CC(=C1)F)F)CNC(=O)C=1C(C(=C2N(C[C@@H]3OCC[C@H](N3C2=O)C)C1)OCC)=O (4R,12aS)-N-[(2,4,6-trifluorophenyl)methyl]-3,4,6,8,12,12a-hexahydro-7-ethoxy-4-methyl-6,8-dioxo-2H-pyrido[1',2':4,5]pyrazino[2,1-b][1,3]oxazine-9-carboxamide